(1R,2S,5S)-3-((S)-2-acetamido-3,3-dimethylbutyryl)-N-((S)-cyano(isoquinolin-4-yl)methyl)-6,6-dimethyl-3-azabicyclo[3.1.0]hexane-2-carboxamide C(C)(=O)N[C@H](C(=O)N1[C@@H]([C@H]2C([C@H]2C1)(C)C)C(=O)N[C@@H](C1=CN=CC2=CC=CC=C12)C#N)C(C)(C)C